CC1=C[C@@H]([C@H](CC1)C(=C)C)C1=C(C=C(C=C1O)CCC)O 2-((1S,6S)-3-methyl-6-(prop-1-en-2-yl)cyclohex-2-enyl)-5-propylbenzene-1,3-diol